NC1=NC=CC(=C1Cl)SC=1C=CC=2C(=NC=C(N2)N2CCC3(CC2)[C@@H](C2=CC(=CC=C2C3)C)N)N1 (S)-1'-(6-((2-amino-3-chloropyridin-4-yl)thio)pyrido[2,3-b]pyrazin-2-yl)-6-methyl-1,3-dihydrospiro[indene-2,4'-piperidin]-1-amine